(4-bromo-3-cyclopropyloxybenzyl)-5-fluoro-2-methoxybenzamide BrC1=C(C=C(CC=2C(=C(C(=O)N)C=C(C2)F)OC)C=C1)OC1CC1